[C@]1([C@H](O)[C@H](O)[C@@H](CO)O1)(N1C=NC=2C(N)=NC=NC12)C(=O)O adenosinic acid